2-[[5-(cyclopropyl-methylsulfanyl)-6-[7-methyl-3-(trifluoromethyl)imidazo[4,5-c]pyridazin-6-yl]-3-pyridyl]oxy]-2-methyl-propanenitrile C1(CC1)CSC=1C=C(C=NC1C1=NC2=C(N=NC(=C2)C(F)(F)F)N1C)OC(C#N)(C)C